O1CCN(CC1)C1=C2C(=NC(=C1)N1N=C(C=C1C=O)C=1C=C(C=CC1)C)C=C(O2)[Si](C)(C)C 1-(7-morpholino-2-(trimethylsilyl)furo[3,2-b]pyridin-5-yl)-3-(m-tolyl)-1H-pyrazole-5-carbaldehyde